tert-butyl (R)-6-(2-oxo-1-(1-((2-(trimethylsilyl)ethoxy)carbonyl)piperidin-4-yl)-1,2-dihydropyridin-4-yl)-4-azaspiro[2.4]heptane-4-carboxylate O=C1N(C=CC(=C1)[C@@H]1CN(C2(CC2)C1)C(=O)OC(C)(C)C)C1CCN(CC1)C(=O)OCC[Si](C)(C)C